C(C(C)C)C1C(CC2N(CCC3=CC=C(C=C23)OC)C1)O 3-isobutyl-10-methoxy-2,3,4,6,7,11b-hexahydro-1H-pyrido[2,1-a]-isoquinolin-2-ol